BrC1=C(C=C(C(=C1)OC)CC)OC 1-bromo-4-ethyl-2,5-dimethoxybenzene